C(C)OC(=O)C=1C=C(C(=O)NN2CSC(=C2C)C(=O)[O-])C=CC1 3-(3-(ethoxycarbonyl) benzoylamino)-4-methylthiazole-5-carboxylate